O1C(CCC1)=O 1,4-dihydrofuranone